5-{4-methoxy-5h,6h,7h,8h-pyrido[3,4-d]pyrimidine-7-carbonyl}-6-methyl-N-(1-methylcyclopropyl)furo[2,3-d]pyrimidin-4-amine COC=1C2=C(N=CN1)CN(CC2)C(=O)C2=C(OC=1N=CN=C(C12)NC1(CC1)C)C